C(C1=CC=CC=C1)OC=1C(C(=CN(C1)[C@@H](CC=1C(=NC(=C(C1)OCCCOC)Cl)I)C(C)(C)C)C(=O)OCC)=O ethyl (S)-5-(benzyloxy)-1-(1-(6-chloro-2-iodo-5-(3-methoxypropoxy) pyridin-3-yl)-3,3-dimethylbutan-2-yl)-4-oxo-1,4-dihydropyridine-3-carboxylate